(4-chlorophenyl)(phenyl)carbamoyl chloride ClC1=CC=C(C=C1)N(C(=O)Cl)C1=CC=CC=C1